(R)-N-Ethyl-5-fluoro-2-((5-(2-(6-((2-hydroxy-2-methylpropyl)(methyl)amino)-2-methylhexan-3-yl)-2,6-diazaspiro[3.4]oct-6-yl)-1,2,4-triazin-6-yl)oxy)-N-isopropylbenzamide C(C)N(C(C1=C(C=CC(=C1)F)OC1=C(N=CN=N1)N1CC2(CN(C2)[C@@H](C(C)C)CCCN(C)CC(C)(C)O)CC1)=O)C(C)C